CCCCC/C=C\C/C=C\CCCCCCCCCC(=O)OC[C@H](COP(=O)([O-])OCC[N+](C)(C)C)OC(=O)CCCCCCCCC/C=C\C/C=C\CCCCC 1,2-di-(11Z,14Z-eicosadienoyl)-sn-glycero-3-phosphocholine